O1C(CCCC1)C1(CCC1)C(=O)O tetrahydropyran-2-ylcyclobutanecarboxylic acid